C(C)OC1=CC=C(C=N1)C1=CN=CC(=N1)C(=O)NOCC=1N(C=CC1)C 6-(6-ethoxypyridin-3-yl)-N-((1-methyl-1H-pyrrol-2-yl)methoxy)pyrazine-2-carboxamide